ClC1=C(CN2N=C(N=N2)C2=CC=CC(=N2)C(CS(=O)(=O)N)(C)O)C(=CC=C1C)F 2-(6-(2-(2-chloro-6-fluoro-3-methylbenzyl)-2H-tetrazol-5-yl)pyridin-2-yl)-2-hydroxypropane-1-sulfonamide